C(C)OC=1N=CC2=C(N1)NC(C=C2)=O 2-ethoxypyrido[2,3-d]pyrimidin-7(8H)-one